C1=NN=CC=2C(CCCC12)O 5,6,7,8-tetrahydrophthalazin-5-ol